C(C)C1=C(C=C(C(=C1)O)F)C1=CC=C2C(=NNC2=C1)C1=NC2=C(N1)CN(C2)C(=O)N2CC(CC2)C#N 1-(2-(6-(2-ethyl-5-fluoro-4-hydroxyphenyl)-1H-indazol-3-yl)-1,4,5,6-tetrahydropyrrolo[3,4-d]imidazole-5-carbonyl)pyrrolidine-3-carbonitrile